4',6-diamino-2-phenylindole C1=CC(=CC=C1C2=CC3=C(N2)C=C(C=C3)N)N